palmitoleyl sulphate S(=O)(=O)(OCCCCCCCC\C=C/CCCCCC)[O-]